BrC[C@@]1([C@@]([C@@H](CC1)C1=CC=C(C=C1)F)(O)CN1N=CN=C1)C (1R,2S,5S)-2-(bromomethyl)-5-(4-fluorophenyl)-2-methyl-1-(1H-1,2,4-triazol-1-ylmethyl)cyclopentan-1-ol